6-(5-chloro-2-methyl-1H-benzo[d]imidazol-6-yl)-N-(4-((3s,5r)-3,5-dimethylpiperazin-1-yl)phenyl)-[1,2,4]triazolo[4',3':1,6]pyrido[2,3-d]pyrimidin-2-amine ClC1=CC2=C(NC(=N2)C)C=C1C1=CC2=C(N=C(N=C2)NC2=CC=C(C=C2)N2C[C@@H](N[C@@H](C2)C)C)N2C1=NN=C2